(S)-5-chloro-3-((3-(2-(4-chlorophenyl)-2-hydroxyethyl)-1,2,4-oxadiazol-5-yl)methyl)-6-methylpyrimidine-2,4(1H,3H)-dione ClC=1C(N(C(NC1C)=O)CC1=NC(=NO1)C[C@H](O)C1=CC=C(C=C1)Cl)=O